6-(6-aminopyridin-2-yl)-N2,N4-dineopentyl-1,3,5-triazine-2,4-diamine NC1=CC=CC(=N1)C1=NC(=NC(=N1)NCC(C)(C)C)NCC(C)(C)C